C(C)(C)(C)OC(=O)N1CCC(CC1)OC(N[C@H](C(=O)OC)CC(C)C)=O.C1(=CC=CC=C1)/C=C/C(=O)C1=C(C=C(C=C1)OC)OC1=CC(=C(C(=C1)OC)OC)OC (E)-3-phenyl-1-(4-methoxy-2-(3,4,5-trimethoxyphenoxy)phenyl)prop-2-en-1-one t-Butyl-(S)-4-(((1-methoxy-4-methyl-1-oxopentan-2-yl)carbamoyl)oxy)piperidine-1-carboxylate